phenyl N-((R)-1-(benzo[d][1,3]dioxol-5-yl)propan-2-yl)-P-(methoxymethyl)phosphonamidate O1COC2=C1C=CC(=C2)C[C@@H](C)NP(OC2=CC=CC=C2)(=O)COC